1-(2-ethoxyphenyl)-1H-pyrazole C(C)OC1=C(C=CC=C1)N1N=CC=C1